[N+](=O)([O-])C1=C(C(=O)N2CCC(=CC2)C2=C3C(=NC=C2)NC(=N3)[C@H]3CN(CCO3)C(=O)OC(C)(C)C)C=CC(=C1)OC(F)(F)F |r| (rac)-tert-butyl 2-[7-[1-[2-nitro-4-(trifluoromethoxy)benzoyl]-3,6-dihydro-2H-pyridin-4-yl]-3H-imidazo[4,5-b]pyridin-2-yl]morpholine-4-carboxylate